5-(((4-((3-chloro-4-fluorophenyl)amino)-7-methoxyquinazolin-6-yl)oxy)methyl)-2-(2,6-dioxopiperidin-3-yl)isoindoline-1,3-dione ClC=1C=C(C=CC1F)NC1=NC=NC2=CC(=C(C=C12)OCC=1C=C2C(N(C(C2=CC1)=O)C1C(NC(CC1)=O)=O)=O)OC